ClC=1N=C(C2=C(N1)C(=C(S2)C)C(C)(C)O)N2[C@@H](COCC2)C (R)-2-(2-chloro-6-methyl-4-(3-methylmorpholinyl)thieno[3,2-d]Pyrimidin-7-yl)propan-2-ol